O=S1(CCN(CC1)CC1=CC=C(C=C1)C1=CC=CC=2N1N=C(N2)NC(=O)C2CC2)=O N-[5-[4-[(1,1-dioxo-4-thiomorpholinyl)methyl]phenyl]-[1,2,4]triazolo[1,5-a]pyridin-2-yl]cyclopropanecarboxamide